1-((3R,5R)-4-(2-fluoro-4-methoxybenzoyl)-3,5-dimethylpiperazin-1-yl)-2-(1H-pyrrolo[3,2-b]pyridin-3-yl)ethanone 1,2-Dimyristoyl-sn-glycero-3-phosphate C(CCCCCCCCCCCCC)(=O)OC[C@@H](OC(CCCCCCCCCCCCC)=O)COP(=O)(O)O.FC1=C(C(=O)N2[C@@H](CN(C[C@H]2C)C(CC2=CNC=3C2=NC=CC3)=O)C)C=CC(=C1)OC